C(CCC)(=O)[O-].C(CCC)(=O)[O-].[Mn+2] manganese (II) bis-N-butyrate